(R)-2-((2-fluoroethyl)amino)-2-phenylcyclohexan-1-one FCCN[C@@]1(C(CCCC1)=O)C1=CC=CC=C1